3-(6-chloropyridin-2-yl)-6,7-dihydropyrazolo[1,5-a]pyrazine ClC1=CC=CC(=N1)C=1C=NN2C1C=NCC2